C(=C)(C)C1C(C(CC1)C)C=O 2-isopropenyl-5-methylcyclopentane-carboxaldehyde